1-benzyl-3-(6-bromo-2-pyridyl)benzimidazol-2-one C(C1=CC=CC=C1)N1C(N(C2=C1C=CC=C2)C2=NC(=CC=C2)Br)=O